FC1=C(C=C(C=C1)C1=CC(=NO1)C=O)OC 5-(4-Fluoro-3-methoxyphenyl)isoxazole-3-carbaldehyde